CSC1=NN=C(S1)C(C(=O)N)SC=1NC(C2=C(N1)N(N=C2)C2=CC=CC=C2)=O (5-(methylthio)-1,3,4-thiadiazol-2-yl)-2-((4-oxo-1-phenyl-4,5-dihydro-1H-pyrazolo[3,4-d]pyrimidin-6-yl)thio)acetamide